Cl.CC1([C@H]2CN[C@@H]([C@@H]12)C(=O)N1CC2(CC1C#N)C(NC1=CC=CC=C12)=O)C 1'-((1r,2s,5s)-6,6-dimethyl-3-azabicyclo[3.1.0]hexane-2-carbonyl)-2-oxospiro[indole-3,3'-pyrrolidine]-5'-carbonitrile hydrochloride